N-{(4aR,6R)-5,5-difluoro-2-[6-(methoxymethyl)-4-(2,4,6-trifluorophenyl)-1,2-benzoxazol-3-yl]-1-oxooctahydropyrrolo[1,2-c]pyrimidin-6-yl}methanesulfonamide FC1([C@@H](CN2C(N(CC[C@@H]21)C2=NOC1=C2C(=CC(=C1)COC)C1=C(C=C(C=C1F)F)F)=O)NS(=O)(=O)C)F